CC1=NN2C(C=N[C@@H](CC2)CO)=C1 (S)-(2-methyl-7,8-dihydro-6H-pyrazolo[1,5-a][1,4]diazepin-6-yl)methanol